[V].[Cr] Chromium-vanadium